tert-butyl 7-((2-allyl-1-(6-(2-hydroxypropan-2-yl)pyridin-2-yl)-3-oxo-2,3-dihydro-1H-pyrazolo[3,4-d]pyrimidin-6-yl)amino)-4,4-difluoro-3,4-dihydroisoquinoline-2(1H)-carboxylate C(C=C)N1N(C2=NC(=NC=C2C1=O)NC1=CC=C2C(CN(CC2=C1)C(=O)OC(C)(C)C)(F)F)C1=NC(=CC=C1)C(C)(C)O